[Ca].ClC(C(=O)C(C(=O)N)(C)NC([C@H](CC1CC1)NS(=O)(=O)CC1=CC=CC=C1)=O)F |r| (2-chloro-2-fluoro-acetyl)-[[rac-(2S)-2-(benzylsulfonylamino)-3-cyclopropyl-propionyl]amino]propionamide Calcium